3,5-difluoro-4-nitrophenyl-2',3,5,6'-tetrafluoro-4'-(5-propyl-1,3-dioxan-2-yl)-[1,1'-biphenyl]-4-carboxylic acid FC=1C=C(C=C(C1[N+](=O)[O-])F)C1=C(C=C(C(=C1F)C(=O)O)F)C1=C(C=C(C=C1F)C1OCC(CO1)CCC)F